CN(S(=O)(=O)C1=CC=C(C=C1)N1N=C(C(C1=O)C(=O)NC1=CC(=CC=C1)C=1OC=CN1)C)C 1-(4-(N,N-dimethylsulfamoyl)phenyl)-3-methyl-N-(3-(oxazol-2-yl)phenyl)-5-oxo-4,5-dihydro-1H-pyrazole-4-carboxamide